FC=1C(=C(C=CC1)C=1C=C2C(=NN1)NCC1(N2CCN(C1)C(=O)OC(C)(C)C)CF)OC tert-butyl 2-(3-fluoro-2-methoxyphenyl)-6a-(fluoromethyl)-5,6,6a,7,9,10-hexahydro-8H-pyrazino[1',2':4,5]pyrazino[2,3-c]pyridazine-8-carboxylate